(6-((S)-3-ethylmorpholinyl)-1H-pyrrolo[2,3-b]pyridin-3-yl)-N-((S)-piperidin-3-yl)-5-(trifluoromethyl)pyrimidine-2-amine formate salt C(=O)O.C(C)[C@@H]1N(CCOC1)C1=CC=C2C(=N1)NC=C2C2=NC(=NC=C2C(F)(F)F)N[C@@H]2CNCCC2